(4-fluoro-3-(3-methoxyazetidin-1-yl)phenyl)methylamine FC1=C(C=C(C=C1)CN)N1CC(C1)OC